C(CCCCCCC)C1=CC=C(C=C1)OC1=CC=C(C=C1)CCCCCCCC 4-octylphenylether